1-dodecyl-imidazole trifluoromethanesulfonate FC(S(=O)(=O)O)(F)F.C(CCCCCCCCCCC)N1C=NC=C1